C(C=C)(=O)O.C(C=C)(=O)O.C(C=C)(=O)O.C(C=C)(=O)O.OC[C@H](O)[C@@H](O)[C@H](O)[C@H](O)CO sorbitol tetraacrylate